CC=1C=C(C=NC1C)N 5,6-dimethylpyridin-3-amine